C(C)O[Si](CCCSSCCC[Si](OCC)(OCC)OCC)(OCC)OCC bis-(3-triethoxysilyl-propyl) disulphide